C(C)(C)(C)C1=CC(=NO1)C(=O)NCC1=C(C=C(C=C1)C1=C(C=NC=C1)N1CC2CN(C(C1)C2)C(=O)OC(C)(C)C)C tert-butyl 3-[4-[4-[[(5-tert-butylisoxazole-3-carbonyl)amino]methyl]-3-methyl-phenyl]-3-pyridyl]-3,6-diazabicyclo[3.2.1]octane-6-carboxylate